(S)-1-((5-(6-fluoroquinolin-4-yl)-3-methylpyridin-2-yl)oxy)-2,4-dimethylpentan-2-amine FC=1C=C2C(=CC=NC2=CC1)C=1C=C(C(=NC1)OC[C@](CC(C)C)(N)C)C